(2R,3S)-2-(3-(5-chloro-7-fluoro-1H-benzo[d]imidazol-1-yl)propyl)piperidin-3-ol ClC1=CC2=C(N(C=N2)CCC[C@H]2NCCC[C@@H]2O)C(=C1)F